7-(5-(5-((3S,4S)-3-fluoro-4-hydroxy-4-methylpiperidin-1-yl)-1,3,4-thiadiazol-2-yl)-4-(isopropylamino)pyridin-2-yl)pyrrolo[1,2-b]pyridazine-3-carbonitrile F[C@H]1CN(CC[C@]1(C)O)C1=NN=C(S1)C=1C(=CC(=NC1)C1=CC=C2N1N=CC(=C2)C#N)NC(C)C